FC1=C2C(=NC=NC2=CC=C1N1C[C@H](N(CC1)C(C=C)=O)C)NC1=CC(=C(C=C1)OC1=CC2=C(N(C=N2)C)C=C1)C 1-[(2R)-4-[5-fluoro-4-({3-methyl-4-[(1-methyl-1,3-benzodiazol-5-yl)oxy]phenyl}amino)quinazolin-6-yl]-2-methylpiperazin-1-yl]prop-2-en-1-one